ClC1=CC=C(C(=N1)C(=O)O)N[C@H](C)C1=C2N=C(C(=NC2=CC(=C1)C)C#N)N1CCC(CC1)N1CCC(CC1)(F)F (R)-6-chloro-3-((1-(2-cyano-3-(4,4-difluoro-[1,4'-bipiperidin]-1'-yl)-7-methylquinoxalin-5-yl)ethyl)amino)picolinic acid